FC=1C(NC=CC1C#N)=O 3-fluoro-2-oxo-1,2-dihydropyridine-4-carbonitrile